CC(C(=O)O)(C)N=C=O.N(=C=O)[C@H](C(=O)O)C (S)-(-)-2-Isocyanatopropionate (2-Methyl isocyanato propionate)